4-(4-acryloylpiperazin-1-yl)-6-cyclopropyl-1-(2-isopropyl-4-methylpyridin-3-yl)-7-(2-methoxyphenyl)pyrido[2,3-d]pyrimidin-2(1H)-one C(C=C)(=O)N1CCN(CC1)C=1C2=C(N(C(N1)=O)C=1C(=NC=CC1C)C(C)C)N=C(C(=C2)C2CC2)C2=C(C=CC=C2)OC